5-(2-methoxyphenyl)thiophene COC1=C(C=CC=C1)C1=CC=CS1